2-(3-methoxynaphthalen-2-yl)-7-(2,2,6,6-tetramethyl-1,2,3,6-tetrahydropyridin-4-yl)imidazo[1,2-a]pyrimidine COC=1C(=CC2=CC=CC=C2C1)C=1N=C2N(C=CC(=N2)C=2CC(NC(C2)(C)C)(C)C)C1